C(CCCCC)C(CC(C(=O)O)CCCN(CCCCCCCC)C(=O)OCC(OCC)OCC)CCCCCC 2-hexyloctyl-5-(((2,2-diethoxyethoxy)carbonyl)(octyl)amino)pentanoic acid